C(C)(C)(C)OC(=O)N(C1=CN=C(C=C1C(=O)OC)/C=N/N)C(=O)OC(C)(C)C Methyl 5-(di-tert-butoxycarbonylamino)-(E)-2-(hydrazonomethyl)isonicotinate